FC1=C(C=C(C(=O)NC)C=C1C=1C=NN2C1N=C(C(=C2)C2=CN=NC=C2)N[C@@H]2COCC2)C (S)-4-Fluoro-N,3-dimethyl-5-(6-(pyridazin-4-yl)-5-((tetrahydrofuran-3-yl)amino)pyrazolo[1,5-a]pyrimidin-3-yl)benzamide